1,23-tricosanediol diacrylate C(C=C)(=O)OCCCCCCCCCCCCCCCCCCCCCCCOC(C=C)=O